NC(CC(=O)O)CCCN β-Lysin